tert-butyl N-[2-(2-hydroxyethoxy)ethyl]-carbamate OCCOCCNC(OC(C)(C)C)=O